CN1C(N(CC=2C1=NC(=NC2)NC2=CC=C(C=C2)N2CCN(CC2)C)[C@H]2C[C@@H](NC1=CC=CC=C21)C)=O 1-methyl-7-[4-(4-methylpiperazin-1-yl)anilino]-3-[(2S,4S)-2-methyl-1,2,3,4-tetrahydroquinolin-4-yl]-4H-pyrimido[4,5-d]pyrimidin-2-one